4-((tert-Butoxycarbonyl)amino)-1-(5-(3-cyano-6-(2-hydroxy-2-methylpropoxy)pyrazolo[1,5-a]pyridin-4-yl)pyridin-2-yl)piperidine-4-carboxylic acid ethyl ester C(C)OC(=O)C1(CCN(CC1)C1=NC=C(C=C1)C=1C=2N(C=C(C1)OCC(C)(C)O)N=CC2C#N)NC(=O)OC(C)(C)C